3'-fluoro-N-(1-(2-(2-methoxyethoxy)ethyl)-3-(pyridin-2-yl)-1H-pyrazol-4-yl)-[2,4'-bipyridine]-6-carboxamide FC=1C=NC=CC1C1=NC(=CC=C1)C(=O)NC=1C(=NN(C1)CCOCCOC)C1=NC=CC=C1